NC1=C2C(=NC=N1)N(N=C2C2=CC=C(C=C2)OC2=CC=CC=C2)C2CCN(CC2)CCCCCCCCCCOC2=C(C=C(C=C1C(NC3=CC=C(C=C13)I)=O)C=C2Br)Br 3-(4-((10-(4-(4-Amino-3-(4-phenoxyphenyl)-1H-pyrazolo[3,4-d]pyrimidin-1-yl)piperidin-1-yl)decyl)oxy)-3,5-dibromobenzylidene)-5-iodoindolin-2-one